N-((5-(2-oxo-6-azaspiro[3.3]heptan-6-yl)thiophen-2-yl)methyl)-2-(9-(pyridin-2-yl)-6-oxaspiro[4.5]decan-9-yl)ethanamine O=C1CC2(C1)CN(C2)C2=CC=C(S2)CNCCC2(CCOC1(CCCC1)C2)C2=NC=CC=C2